C(#N)C=CC1=CC(=C(C(=C1)C)NC1=NC=NC2=CC=CC=C12)F 4-((4-(2-cyanovinyl)-2-fluoro-6-methylphenyl)amino)quinazoline